2-benzyl-5-(naphthalen-2-yl)-2H-tetrazole C(C1=CC=CC=C1)N1N=C(N=N1)C1=CC2=CC=CC=C2C=C1